2-(2-bromophenyl)-ethanol BrC1=C(C=CC=C1)CCO